(R)-1-cyclopropylpiperidin-3-amine HCl salt Cl.C1(CC1)N1C[C@@H](CCC1)N